methyl 4-mercaptobenzoate SC1=CC=C(C(=O)OC)C=C1